C(C(=C)C)(=O)OCC(CCCCCCCCCCCCCCCC)C 2-methyloctadecyl methacrylate